1-(3-chloro-5-iodo-6-(3,3,3-trifluoropropyl)pyrazin-2-yl)piperidine-4-carbonitrile ClC=1C(=NC(=C(N1)I)CCC(F)(F)F)N1CCC(CC1)C#N